C(C)(C)(C)OC(=O)NNC1CCCC1 2-Cyclopentylhydrazine-1-carboxylic acid tert-butyl ester